ClC1=C(C=C(COC=2C=C3N(C(N2)=O)C[C@H]2N3COC2)C=C1)F (R)-6-((4-chloro-3-fluorobenzyl)oxy)-10,10a-dihydro-1H-oxazolo[3',4':3,4]imidazo[1,2-c]pyrimidin-8(3H)-one